1-N'-(4-fluorophenyl)-1-N-[4-[[7-methoxy-6-(1-methyl-pyrazol-4-yl)-1,5-naphthyridin-4-yl]oxy]phenyl]cyclopropane-1,1-dicarboxamide FC1=CC=C(C=C1)NC(=O)C1(CC1)C(=O)NC1=CC=C(C=C1)OC1=CC=NC2=CC(=C(N=C12)C=1C=NN(C1)C)OC